NC1=C(C=C(OC=2C=CC(=NC2)C(=O)NC)C=C1)SC 5-(4-amino-3-(methylthio)phenoxy)-N-methylpyridinamide